cesium-iron [Fe].[Cs]